FC=1C=C2C(=C(NC2=CC1)C(=O)N1CCOCC1)C=1N=NN(C1)CC1CCN(CC1)CCNS(=O)(=O)C1=CC=C(C=C1)CC(C)C N-(2-(4-((4-(5-fluoro-2-(morpholine-4-carbonyl)-1H-indol-3-yl)-1H-1,2,3-triazol-1-yl)methyl)piperidin-1-yl)ethyl)-4-isobutylbenzenesulfonamide